4-(3-methylbut-2-en-1-yl)nonanal CC(=CCC(CCC=O)CCCCC)C